C(C)(=O)C=1C(=C(C=C2C(N(C(=NC12)N1CCOCC1)C)=O)C)C 8-acetyl-3,6,7-trimethyl-2-morpholino-quinazolin-4-one